ClC=1SC=C(N1)C(C(=O)OCCOCCOC)(F)F 2-(2-methoxyethoxy)ethyl (2-chloro-1,3-thiazol-4-yl)(difluoro)acetate